(E)-3-(thiophen-2-yl)acrylic acid S1C(=CC=C1)/C=C/C(=O)O